(S)-2-((2-((S)-4-(difluoromethyl)-2-carbonyloxazolidin-3-yl)-6,7-dihydro-5H-benzo[f]imidazo[1,2-d][1,4]diazepin-9-yl)amino)propanamide FC([C@H]1N(C(OC1)=C=O)C=1N=C2N(CCNC3=C2C=CC(=C3)N[C@H](C(=O)N)C)C1)F